(S)-2-acetamido-3-(2-(4-methoxybenzoyl)-1H-indol-3-yl)propanoic acid C(C)(=O)N[C@H](C(=O)O)CC1=C(NC2=CC=CC=C12)C(C1=CC=C(C=C1)OC)=O